(E)-2-hydroxyethyl methacrylate C(C(=C)C)(=O)OCCO